C(C)P(=O)(C)C1=C(C=NC=C1)NC1=C(C=C(C=C1)I)F 4-[Ethyl-(methyl)phosphoryl]-N-(2-fluoro-4-iodophenyl)pyridin-3-amine